di-sec-butoxy bis(ethylacetoacetate) titanium [Ti].C(C)CC(CC(=O)OOC(C)CC)=O.C(C)CC(CC(=O)OOC(C)CC)=O